C(C)(C)(C)OC(=O)N1C[C@@H](N(CC1)C=1C2=C(N=CN1)NC=C2C2=NC=CC=C2)C (S)-3-methyl-4-(5-(pyridin-2-yl)-7H-pyrrolo[2,3-d]pyrimidin-4-yl)piperazine-1-carboxylic acid tert-butyl ester